CC1=CC(NC=2N1C=CC2C(=O)OCC)=O ethyl 4-methyl-2-oxo-1,2-dihydropyrrolo[1,2-a]pyrimidine-8-carboxylate